1-(2-(2,5-dichlorobenzyl)-2,8-diazaspiro[4.5]decane-8-carbonyl)-1H-pyrazole-3-carboxylic acid ClC1=C(CN2CC3(CC2)CCN(CC3)C(=O)N3N=C(C=C3)C(=O)O)C=C(C=C1)Cl